N-(2,2-diphenylethyl)-3-(furan-3-yl)acrylamide C1(=CC=CC=C1)C(CNC(C=CC1=COC=C1)=O)C1=CC=CC=C1